[Fe].[Pt].[Au] gold-platinum-iron